[N+](=O)([O-])C1=CC=C(C(=O)O[C@@H]2CNCC[C@]2(C)N=[N+]=[N-])C=C1 |r| racemic-cis-4-azido-4-methylpiperidin-3-yl 4-nitrobenzoate